CS(=O)(=O)C=1C=C(OC[C@H](CNC2COC3(C2)CCN(CC3)S(=O)(=O)C3=CC(=CC=C3)C=3C=NN(C3)CCC)O)C=CC1 (2S)-1-(3-(methylsulfonyl)phenoxy)-3-(8-(3-(1-propyl-1H-pyrazol-4-yl)benzenesulfonyl)-1-oxa-8-azaspiro[4.5]decan-3-ylamino)propan-2-ol